NCCC1=CC=C(C=C1)C1=C(OC2=CC(=NC(=N2)C)N2[C@@H](CCC2)C#N)C=C(C=C1)C#N (2S)-1-[6-[2-[4-(2-aminoethyl)phenyl]-5-cyanophenoxy]-2-methylpyrimidin-4-yl]pyrrolidine-2-carbonitrile